(R)-4-(N,N-BIS(4-METHOXYBENZYL)SULFAMOYL)OCT-7-ENOIC ACID COC1=CC=C(CN(S(=O)(=O)[C@@H](CCC(=O)O)CCC=C)CC2=CC=C(C=C2)OC)C=C1